FC(C)(C)C1=CC=CC(=N1)C(=O)NC1=CC2=CN(N=C2C(=C1OC)C)C1CCC(CC1)CO 6-(1-fluoro-1-methyl-ethyl)-N-[2-[4-(hydroxymethyl)cyclohexyl]-6-methoxy-7-methyl-indazol-5-yl]pyridine-2-carboxamide